CO[C@@H]1C[C@@H](N(C1)C(=O)OC(C)(C)C)C(N(C)OC)=O tert-butyl (2R,4R)-4-methoxy-2-(methoxy(methyl)carbamoyl)pyrrolidine-1-carboxylate